N1-(5-Aminopentyl)-N1-hydroxy-N4-(5-(N-hydroxy-4-((5-(N-hydroxyacetamido)pentyl)amino)-4-oxobutanamido)pentyl)succinamide NCCCCCN(C(CCC(=O)NCCCCCN(C(CCC(=O)NCCCCCN(C(C)=O)O)=O)O)=O)O